COC1=C(C=C2CN(C(C2=C1)=O)C1C(NC(CC1)=O)=O)N1CCC(CC1)CN1CCN(CC1)CC1CCN(CC1)C1=NC=NC(=C1)C1=NNC2=CC=C(C=C12)OC1(CC1)C 3-[6-methoxy-5-[4-[[4-[[1-[6-[5-(1-methylcyclopropoxy)-1H-indazol-3-yl]pyrimidin-4-yl]-4-piperidyl]methyl]piperazin-1-yl]methyl]-1-piperidyl]-1-oxo-isoindolin-2-yl]piperidine-2,6-dione